N-[1-(3-cyanophenyl)-5-oxopyrrolidin-3-yl]-2-(2,5-dimethylphenyl)acetamid C(#N)C=1C=C(C=CC1)N1CC(CC1=O)NC(CC1=C(C=CC(=C1)C)C)=O